2-[2-(5-Chloropyridin-2-yl)-5-(ethylsulfonyl)-1-methyl-1H-imidazol-4-yl]-6,6,7,7-tetrafluoro-1-methyl-6,7-dihydro-1H-[1,4]dioxino[2,3-f]benzimidazol ClC=1C=CC(=NC1)C=1N(C(=C(N1)C1=NC2=C(N1C)C=C1C(=C2)OC(C(O1)(F)F)(F)F)S(=O)(=O)CC)C